N[C@@H]1CC[C@H](CC1)NC1=NC=C(C(=N1)C=1C=C(C=CC1)N1C(C=CC=C1)=O)F trans-1-(3-(2-((4-aminocyclohexyl)amino)-5-fluoropyrimidin-4-yl)phenyl)pyridin-2(1H)-one